2-(1-phenyl-1H-pyrazol-4-yl)-N-(piperidin-4-yl)-N-(propan-2-yl)-1,3-oxazole-4-carboxamide C1(=CC=CC=C1)N1N=CC(=C1)C=1OC=C(N1)C(=O)N(C(C)C)C1CCNCC1